N1C[C@H](CC1)O |r| rac-(3S)-pyrrolidin-3-ol